(R)-4-(4-Methyl-6-((1-methylpiperidin-3-yl)amino)pyridazin-3-yl)-7-(trifluoromethyl)-1,3-dihydrobenzo[c][1,2,5]thiadiazole 2,2-dioxide CC1=C(N=NC(=C1)N[C@H]1CN(CCC1)C)C1=CC=C(C=2NS(NC21)(=O)=O)C(F)(F)F